ClC1=NC=2C(N=C1Cl)=NON2 5,6-dichlorofurazano[3,4-b]pyrazine